3-(2-fluoro-4-(methoxycarbonyl)-6-nitrophenyl)furan FC1=C(C(=CC(=C1)C(=O)OC)[N+](=O)[O-])C1=COC=C1